ClC=1C=C(C=CC1OC)N1C=CC2=C1N=CC=C2NC2CNCCC2 (3-chloro-4-methoxyphenyl)-N-(piperidin-3-yl)-1H-pyrrolo[2,3-b]Pyridin-4-amine